8-phenylquinazolin-2-amine C1(=CC=CC=C1)C=1C=CC=C2C=NC(=NC12)N